IC1=CC=C(N=N1)N(C1C[C@H]2CC[C@@H](C1)N2C(=O)OC(C)(C)C)C tert-butyl (1R,3S,5S)-3-[(6-iodopyridazin-3-yl) (methyl)amino]-8-azabicyclo[3.2.1]octane-8-carboxylate